C1(=CC=CC=C1)S(=O)(=O)OC1=C(C=CC=C1C(F)(F)F)OCC(F)F.[Na] sodium 2-(2',2'-difluoroethoxy)-6-trifluoromethylphenol benzenesulfonate